9,9'-Bixanthyliden C1=CC=CC=2OC3=CC=CC=C3C(C12)=C1C2=CC=CC=C2OC=2C=CC=CC12